BrC=1C=C2C[C@@H](CC2=CC1)NC1=NC=C(C=N1)C(=O)N1CCC12COC2 (R)-(2-((5-bromo-2,3-dihydro-1H-inden-2-yl)amino)pyrimidin-5-yl)(6-oxa-1-azaspiro[3.3]hept-1-yl)methanone